2-[4,5-bis(4-methoxyphenyl)oxazol-2-yl]sulfanyl-N-methyl-propanamide COC1=CC=C(C=C1)C=1N=C(OC1C1=CC=C(C=C1)OC)SC(C(=O)NC)C